(7-methoxy-3,4-dihydro-1-naphthyl)acetonitrile COC1=CC=C2CCC=C(C2=C1)CC#N